C(C)(C)(C)OC(=O)N[C@H](COC=1C(=C(C=C(C1)C)CCCC(=O)OC)Cl)CCC(N)=O methyl 4-[3-[(2S)-2-[(tert-butoxycarbonyl)amino]-4-carbamoylbutoxy]-2-chloro-5-methylphenyl]butanoate